FC1=C(C(=O)O)C=CC(=C1)C1(NC(NC1=O)=O)C(C)C 2-fluoro-4-(4-isopropyl-2,5-dioxoimidazolidin-4-yl)benzoic acid